The molecule is a furan carrying acetyl and methyl substituents at the 2- and 5-positions respectively. It is a member of furans, a methyl ketone and an aromatic ketone. CC1=CC=C(O1)C(=O)C